O(C1=CC=CC=C1)C=1C=C(C=NC1)B(O)O (5-PHENOXY-3-PYRIDINYL)BORONIC ACID